BrC1=C(C=C(C=C1)N1[C@@H]2CO[C@H](C1)C2)F (1S,4S)-5-(4-bromo-3-fluoro-phenyl)-2-oxa-5-azabicyclo[2.2.1]heptane